C(C)CC(C(=O)[O-])(C)C1=CC=C(C=C1)C(CBr)=O ethyl-(4-(2-bromoacetyl) phenyl)-2-methylpropionate